BrC1=CC=C(S1)C=1N(C(C2=C(N(C(C21)=O)CC(CCCCCCCCCCCC)CCCCCCCCCC)C=2SC(=CC2)Br)=O)CC(CCCCCCCCCCCC)CCCCCCCCCC 3,6-bis(5-bromothiophen-2-yl)-2,5-bis(2-decyltetradecyl)-2,5-dihydropyrrolo[3,4-c]pyrrole-1,4-dione